[F-].[F-].[F-].COC1=CC=CC=C1 methoxybenzene trifluoride